CP(=O)(C)C=1C=C(C=CC1)NC=1C=C(CN2CCC(CC2)C=2C=C3CN(C(C3=CC2)=O)C2C(NC(CC2)=O)=O)C=CC1 3-(5-(1-(3-((3-(dimethylphosphoryl)phenyl)amino)benzyl)piperidin-4-yl)-1-oxoisoindolin-2-yl)piperidine-2,6-dione